(3S)-1,2-diazacyclohexane-3-formic acid N1N[C@@H](CCC1)C(=O)O